3-(1H-imidazol-1-yl)-5-methoxy-2-(5-(trifluoromethyl)-1H-1,2,4-triazol-3-yl)-1H-indole N1(C=NC=C1)C1=C(NC2=CC=C(C=C12)OC)C1=NNC(=N1)C(F)(F)F